CN(C1CC(N(C1)C(=O)OC(C)(C)C)C)C tert-Butyl 4-(dimethylamino)-2-methylpyrrolidine-1-carboxylate